ethylene glycol di(2,2-difluoroethyl) ether FC(COCCOCC(F)F)F